C(C)(C)(C)OC(=O)N1CC2(C1)CC(C2)C2OC2 6-(oxiran-2-yl)-2-azaspiro[3.3]heptane-2-carboxylic acid tert-butyl ester